6-Bromo-N-(5-(2-chloroacetamido)-2-methylpyridin-3-yl)-[1,2,3]triazolo[1,5-a]pyridine-3-carboxamide BrC=1C=CC=2N(C1)N=NC2C(=O)NC=2C(=NC=C(C2)NC(CCl)=O)C